1-(3-{[tert-butyl(dimethyl)silyl]oxy}propyl)-6-(pyridin-3-yl)-1,4-dihydroquinoxaline-2,3-dione [Si](C)(C)(C(C)(C)C)OCCCN1C(C(NC2=CC(=CC=C12)C=1C=NC=CC1)=O)=O